(S)-3-((6-((2-(1H-pyrazol-1-yl)benzyl)amino)-9-isopropyl-9H-purin-2-yl)amino)piperidine-1-carboxylic acid tert-butyl ester C(C)(C)(C)OC(=O)N1C[C@H](CCC1)NC1=NC(=C2N=CN(C2=N1)C(C)C)NCC1=C(C=CC=C1)N1N=CC=C1